N-cyclopropyl-2-(difluoromethoxy)-6-methoxy-4-[7-[[(2R)-1-methylpyrrolidin-2-yl]methoxy]imidazo[1,2-a]pyridin-3-yl]benzamide C1(CC1)NC(C1=C(C=C(C=C1OC)C1=CN=C2N1C=CC(=C2)OC[C@@H]2N(CCC2)C)OC(F)F)=O